C(C1=CC=CC=C1)OC1=CC=C2CCCC(C2=C1)=O 7-benzyloxytetralin-1-one